3-methacryloyloxypropyltri-methyloxysilane C(C(=C)C)(=O)OCCC[Si](OC)(OC)OC